[Cl-].[Cl-].C(C)[GeH2+](CC)CC.C(C)[GeH2+](CC)CC triethyl-germanium dichloride